2-(4-(2-((1-(Methylsulfonyl)piperidin-4-yl)amino)-5-(trifluoromethyl)pyrimidin-4-yl)-1H-imidazol-1-yl)-5-(2-(pyrrolidin-1-yl)ethyl)benzonitrile CS(=O)(=O)N1CCC(CC1)NC1=NC=C(C(=N1)C=1N=CN(C1)C1=C(C#N)C=C(C=C1)CCN1CCCC1)C(F)(F)F